N-(4-fluorobenzyl)-2-[(3R)-3-methyl[1,4'-bipiperidin]-1'-yl]-1,3-thiazole-5-carboxamide FC1=CC=C(CNC(=O)C2=CN=C(S2)N2CCC(CC2)N2C[C@@H](CCC2)C)C=C1